L-aspartic acid 4-benzylester C(C1=CC=CC=C1)OC(C[C@H](N)C(=O)O)=O